C(C)(C)(C)OC(=O)N[C@@H](CCC(N)=O)C(=O)N[C@H](CC1=CN(C2=CC=CC=C12)C)C(=O)O Nα-((tert-butoxycarbonyl)-L-glutaminyl)-1-methyl-D-tryptophan